((1s,2s,5r)-3-methyl-3-azabicyclo[3.1.0]hex-2-yl)methanol 2-Acetoxyethyl-3-(2-(dimethylamino)ethyl)-4-hydroxy-1H-indole-1-carboxylate C(C)(=O)OCCC=1N(C2=CC=CC(=C2C1CCN(C)C)O)C(=O)OC[C@@H]1[C@H]2C[C@H]2CN1C